O=C(CCC1NCCCC1)N1CCN(CC1)C1=NC=C(C=N1)C(F)(F)F 2-(3-oxo-3-(4-(5-(trifluoromethyl)pyrimidin-2-yl)piperazin-1-yl)propyl)piperidin